Cl[C@H]1[C@@H](CCCC1)O |r| (rac)-trans-2-chloro-cyclohexanol